C(C)(C)(C)N1N=C(C=C1NC1=NC(=NC=C1)C)[C@@H]1C[C@@H](CC1)O (1R,3S)-3-[1-tert-butyl-5-[(2-methylpyrimidin-4-yl)amino]pyrazol-3-yl]cyclopentanol